2-dodecyl-2-ethylmalonic acid potassium sodium salt [Na+].[K+].C(CCCCCCCCCCC)C(C(=O)[O-])(C(=O)[O-])CC